CC1=C(OC2=C1C=C(C=C2)S(NCCC2=CC=CC=C2)(=O)=O)C(=O)O 3-methyl-5-(N-phenylethylsulfamoyl)benzofuran-2-carboxylic acid